ClC1=C(C(=CC=C1)Cl)C1CN(C1)C1=CC(=C(CN2CC(C2)(O)C)C=C1C)C (4-(3-(2,6-dichlorophenyl)azetidin-1-yl)-2,5-dimethylbenzyl)-3-methylazetidin-3-ol